N-{4-[2-(2,6-dichlorophenyl)acetamido]pyridin-2-yl}-N-[3-(difluoromethyl)phenyl]acetamide ClC1=C(C(=CC=C1)Cl)CC(=O)NC1=CC(=NC=C1)N(C(C)=O)C1=CC(=CC=C1)C(F)F